S(N)(OC[C@H]1OC(O[C@@H]1C1=C(C=CC=C1)F)(C)C)(=O)=O ((4R,5R)-5-(2-fluorophenyl)-2,2-dimethyl-1,3-dioxolan-4-yl)methyl sulfamate